N,N'-bis[4-bis(m-tolyl)aminophenyl]-N,N'-diphenylbenzidine C1(=CC(=CC=C1)N(C1=CC=C(C=C1)N(C1=CC=C(C=C1)C1=CC=C(N(C2=CC=CC=C2)C2=CC=C(C=C2)N(C=2C=C(C=CC2)C)C=2C=C(C=CC2)C)C=C1)C1=CC=CC=C1)C=1C=C(C=CC1)C)C